C(C)(C)(C)OC(=O)N1CC(C1)C(OC=1C=NC(=NC1)C(=O)OC)C1=C(C(=CC=C1)F)Cl methyl 5-((1-(tert-butoxycarbonyl)azetidin-3-yl)(2-chloro-3-fluorophenyl)methoxy)pyrimidine-2-carboxylate